1-(9-hydroxy-18-methoxy-18-oxo-octadecan-10-yl)-3-(4-vinylbenzyl)-1H-imidazolium iodide [I-].OC(CCCCCCCC)C(CCCCCCCC(=O)OC)N1C=[N+](C=C1)CC1=CC=C(C=C1)C=C